bis(4-methylphenyl)methylene(cyclopentadienyl)(1,2,3,4,7,8,9,10-octahydro-1,1,4,4,7,7,10,10-octamethyldibenzo(b,h)fluoren-12-yl)zirconium CC1=CC=C(C=C1)C(=[Zr](C1C2=CC3=C(C=C2C=2C=C4C(=CC12)C(CCC4(C)C)(C)C)C(CCC3(C)C)(C)C)C3C=CC=C3)C3=CC=C(C=C3)C